NC1CN(C1)C1=CC(=NC=C1)NC(=O)NC1CCN(CC1)C=1NC2=NC=NC(=C2N1)N1CCOCC1 1-(4-(3-aminoazetidin-1-yl)pyridin-2-yl)-3-(1-(6-morpholino-9H-purin-8-yl)piperidin-4-yl)urea